OC1=C(C(=CC(=C1)C)C)C1=CC=C(N=N1)N1C(C[C@@H](C1)CO)=O (4S)-1-[6-(2-hydroxy-4,6-dimethyl-phenyl)pyridazin-3-yl]-4-(hydroxymethyl)pyrrolidin-2-one